3-(2-thienyl)-5-(trifluoromethyl)-1,2,4-oxadiazole S1C(=CC=C1)C1=NOC(=N1)C(F)(F)F